5-(4-isopropyl-phenyl)-pyrazoline C(C)(C)C1=CC=C(C=C1)C1C=CNN1